C(C)(C)C1=CC=C(CN(C(=O)[C@@H]2CN(CCC2)C(=O)OC(C)(C)C)C)C=C1 tert-butyl (S)-3-((4-isopropylbenzyl)(methyl)carbamoyl)piperidine-1-carboxylate